IC[C@@H]1CN(C[C@H]1OC)C(=O)OC(C)(C)C trans-tert-butyl 3-(iodomethyl)-4-methoxy-pyrrolidine-1-carboxylate